[C@H]12CN(CCC2C1)C1(CC(C1)N1C(C(C2=NC=C(C=C21)Br)(C)C)=O)C#N (1S,3s)-1-(3-azabicyclo[4.1.0]hept-3-yl)-3-(6-bromo-3,3-dimethyl-2-oxo-2,3-dihydro-1H-pyrrolo[3,2-b]pyridin-1-yl)cyclobutane-1-carbonitrile